3-benzyl-1-(trans-4-((5-cyano-4-(3-(hydroxymethyl)-piperidin-1-yl)-pyrimidin-2-yl)-amino)cyclohexyl)-1-(5-(1-methyl-1H-pyrazol-4-yl)-pyridin-2-yl)urea C(C1=CC=CC=C1)NC(N(C1=NC=C(C=C1)C=1C=NN(C1)C)[C@@H]1CC[C@H](CC1)NC1=NC=C(C(=N1)N1CC(CCC1)CO)C#N)=O